Terthexyl Alcohol C(C)(C)(CCC)O